NC1(CC1)CN(C1=C(C=C(C=C1)NC1=NC=2N(C(=C1)NC1CC1)N=CC2)C[S@](=O)C)C |r| (±)-5-((4-(((1-Aminocyclopropyl)methyl)(methyl)amino)-3-((methylsulfinyl)methyl)phenyl)amino)-7-(cyclopropylamino)pyrazolo[1,5-a]pyrimidin